(10-oxo-9-oxa-1-aza-anthracene-6-yl) propionate C(CC)(=O)OC=1C=C2C(C=3C=CC=NC3OC2=CC1)=O